tert-butyl-2-((4-(3-(2,6-dimethylpyridin-4-yl)phenyl)thiazol-2-yl)carbamoyl)azetidine-1-carboxylate C(C)(C)(C)OC(=O)N1C(CC1)C(NC=1SC=C(N1)C1=CC(=CC=C1)C1=CC(=NC(=C1)C)C)=O